(R)-4-fluoro-N-(1-(4-(2-((methylamino)methyl)phenyl)thiophen-2-yl)ethyl)-7-morpholino-2,6-naphthyridin-1-amine FC1=CN=C(C2=CC(=NC=C12)N1CCOCC1)N[C@H](C)C=1SC=C(C1)C1=C(C=CC=C1)CNC